2-(4-(6-fluoroquinolin-4-yl)cyclohexyl)ethan-1-ol FC=1C=C2C(=CC=NC2=CC1)C1CCC(CC1)CCO